2-(2,4-dioxotetrahydropyrimidin-1(2H)-yl)-5-((4-(2-methylpyridin-4-yl)piperazin-1-yl)methyl)isoindoline-1,3-dione O=C1N(CCC(N1)=O)N1C(C2=CC=C(C=C2C1=O)CN1CCN(CC1)C1=CC(=NC=C1)C)=O